BrC=1C=C(C=C(C1)NS(=O)(=O)C)NC(=O)C=1C=NN(C1)C1CCCCC1 N-(3-bromo-5-(methylsulfonamido)phenyl)-1-cyclohexyl-1H-pyrazole-4-carboxamide